tert-butyl 2-(pyrrolidine-1-carbonyl)-4,6,7,8-tetrahydropyrazolo[1,5-a][1,4]diazepine-5-carboxylate N1(CCCC1)C(=O)C1=NN2C(CN(CCC2)C(=O)OC(C)(C)C)=C1